dimethyl-adipimide CC1(C(=O)NC(CCC1)=O)C